O(C1=CC=CC=C1)C1=C(C=CC=C1)OC1=CC=CC=C1 1,2-diphenoxybenzene